4-FLUORO-3-(METHOXY(METHYL)CARBAMOYL)PHENYLBORONIC ACID FC1=C(C=C(C=C1)B(O)O)C(N(C)OC)=O